C(C)(C)(C)OC(=O)NCC[C@@H](C)OS(=O)(=O)C1=CC=C(C=C1)C (R)-4-((tert-butoxycarbonyl)amino)butan-2-yl-4-methylbenzenesulfonate